C(C=C)(=O)N1[C@H](CN(C[C@H]1C)C1=NC(N2C3=C(C(=C(C=C13)C(F)(F)F)C1=CC(=CC=C1)I)SC[C@@H]2COC)=O)C (S)-7-((3S,5R)-4-acryloyl-3,5-dimethylpiperazin-1-yl)-10-(3-iodophenyl)-3-(methoxymethyl)-9-(trifluoromethyl)-2,3-dihydro-5H-[1,4]thiazino[2,3,4-ij]quinazolin-5-one